Diethyl Isopropylmalonate C(C)(C)C(C(=O)OCC)C(=O)OCC